1-[4-(2-hydroxyethyl) phenoxy]-2,3-propylene oxide OCCC1=CC=C(OCC2CO2)C=C1